CC1=CC(=NC(=N1)SCC1=NC(=NO1)C1=CC=CC=C1)N 6-methyl-2-{[(3-phenyl-1,2,4-oxadiazol-5-yl)methyl]sulfanyl}pyrimidin-4-amine